OC1(CC(C(C(C1)O)O)O)C(=O)NC(C1=C(C(=CC(=C1)O)CC(=O)O)O)=O N-(1,3,4,5-Tetrahydroxycyclohexylcarbonyl)3-carboxymethyl-2,5-dihydroxybenzamid